4-fluoro-2-((2-methoxy-4-(1H-pyrazol-4-yl)phenyl)sulfonyl)isoindoline FC1=C2CN(CC2=CC=C1)S(=O)(=O)C1=C(C=C(C=C1)C=1C=NNC1)OC